(R)-alpha-cyclopentyl-mandelic acid C1(CCCC1)[C@@](C(=O)O)(O)C1=CC=CC=C1